NC(C(C(CCCCNC(OCC1=CC=CC=C1)=O)NC(=O)[C@H]1N(C[C@H](C1)N1N=NC=C1C(C)(C)O)C([C@@H](CC1CCCCC1)NC(C1=CN=CC=C1)=O)=O)=O)=O Benzyl (7-amino-5-((2S,4S)-1-((R)-3-cyclohexyl-2-(nicotinamido)propanoyl)-4-(5-(2-hydroxypropan-2-yl)-1H-1,2,3-triazol-1-yl)pyrrolidin-2-carboxamido)-6,7-dioxoheptyl)carbamat